C12C(C3CC(CC(C1)C3)C2)N2CCN(CC2)C2=CC(=C(C=C2)C2=C(C(=NC(=N2)N)Cl)C(F)(F)F)OC 4-(4-(adamantan-2-yl)piperazin-1-yl)-2-methoxyphenyl-4-chloro-5-(trifluoromethyl)pyrimidin-2-amine